BrC1=C(C=NN1CC)\C=N\NC(=O)OC(C)(C)C Tert-Butyl (E)-2-((5-bromo-1-ethyl-1H-pyrazol-4-yl)methylene)hydrazine-1-carboxylate